NC1=CC=C(C(=N1)NC=1SC(=CN1)C(=O)NC1=C(C(=CC=C1C)O)C)C 2-[(6-amino-3-methyl-2-pyridyl)amino]-N-(3-hydroxy-2,6-dimethyl-phenyl)thiazole-5-carboxamide